IC1=CN(C=2N=CNC(C21)=O)C2=CC=CC=C2 5-iodo-7-phenyl-3,7-dihydro-pyrrolo[2,3-d]Pyrimidin-4-one